FC(F)(F)S(=O)(=O)O tri-fluoromethylsulfonic acid